5-bromo-3-(ethylsulfonyl)-2-[3-fluoro-6-(trifluoromethyl)-1H-pyrrolo[3,2-b]pyridin-2-yl]pyridine BrC=1C=C(C(=NC1)C1=C(C2=NC=C(C=C2N1)C(F)(F)F)F)S(=O)(=O)CC